3-(hydroxymethyl)azetidine OCC1CNC1